1-acetyl-2,3,5-tribenzoyl-ribofuranose C(C)(=O)C1(O)[C@](O)([C@](O)([C@H](O1)C(O)C(C1=CC=CC=C1)=O)C(C1=CC=CC=C1)=O)C(C1=CC=CC=C1)=O